FC(C1=NC=CC(=C1)C=1C=NC(=C(C1)C(F)F)OCC(CC(C)(C)F)(N)C)F 1-((2',5-bis(difluoromethyl)-[3,4'-bipyridyl]-6-yl)oxy)-4-fluoro-2,4-dimethylpentan-2-amine